6-[4-(5-{7-Azaspiro[3.5]nonan-2-ylmethyl}pyridin-2-yl)-2,3-dihydroindol-1-yl]-N-[(1R,2S)-2-fluorocyclopropyl]-8-(methylamino)imidazo[1,2-b]pyridazine-3-carboxamide trifluoroacetate FC(C(=O)O)(F)F.C1C(CC12CCNCC2)CC=2C=CC(=NC2)C2=C1CCN(C1=CC=C2)C=2C=C(C=1N(N2)C(=CN1)C(=O)N[C@H]1[C@H](C1)F)NC